1-Benzyl-4'-methylspiro[piperidine-4,5'-pyrano[4,3-b]pyridine] C(C1=CC=CC=C1)N1CCC2(OC=CC3=NC=CC(=C32)C)CC1